(1R)-1-[5-(3-methylcyclohexyl)-1,2,4-oxadiazol-3-yl]-6-azaspiro[2.5]octane-6-sulfonamide CC1CC(CCC1)C1=NC(=NO1)[C@@H]1CC12CCN(CC2)S(=O)(=O)N